tert-butyl (1-(2-(cyclopropanesulfonamido)thiazol-4-yl)-2-((2-fluoro-4-(6-(trifluoromethyl)pyrazin-2-yl)phenyl)amino)-2-oxoethyl)carbamate C1(CC1)S(=O)(=O)NC=1SC=C(N1)C(C(=O)NC1=C(C=C(C=C1)C1=NC(=CN=C1)C(F)(F)F)F)NC(OC(C)(C)C)=O